CC/C=C\\C/C=C\\C/C=C\\CCCCCCCC(=O)OCC The molecule is a long-chain fatty acid ethyl ester resulting from the formal condensation of the carboxy group of linolenic acid with the hydroxy group of ethanol. It has a role as a human metabolite and a plant metabolite. It derives from an alpha-linolenic acid.